C(C)OC(OCC)CC(=O)O.C(C)(=O)OC(OCC)OCC diethoxymethyl acetate (diethoxymethyl acetate)